((2S)-1-(4-(2-bromo-4-fluorobenzoyl)-4-hydroxycyclohex-1-en-1-yl)prop-2-yl)carbamic acid tert-butyl ester C(C)(C)(C)OC(N[C@H](CC1=CCC(CC1)(O)C(C1=C(C=C(C=C1)F)Br)=O)C)=O